COC1=CC=CC=2N1N=CC2 7-methoxypyrazolo[1,5-a]pyridine